1-[(3R)-1-(1,3-thiazol-2-yl)pyrrolidin-3-yl]methanamine S1C(=NC=C1)N1C[C@H](CC1)CN